ClC1=C(C=C(C=C1CO)Cl)S(=O)(=O)NC1=C(C(=C(C=C1)F)C=1C=C2C=NC(=NC2=CC1)NC)F 2,5-dichloro-N-(2,4-difluoro-3-(2-(methylamino)quinazolin-6-yl)phenyl)-3-(hydroxymethyl)benzenesulfonamide